(S)-N-(5-(5-(1-cyclopropyl-1H-pyrazol-3-yl)-2-phenyl-3H-imidazo[4,5-b]pyridin-3-yl)-2,3-dihydro-1H-inden-1-yl)-6-methylnicotinamide C1(CC1)N1N=C(C=C1)C1=CC=C2C(=N1)N(C(=N2)C2=CC=CC=C2)C=2C=C1CC[C@@H](C1=CC2)NC(C2=CN=C(C=C2)C)=O